ClC=1C=C(C=CC1)[C@@H](CO)NC(CN1C(C2=C(C1=O)C=C(S2)C2=NC(=NC=C2)NC2=CC=NN2C)(C)C)=O (S)-N-(1-(3-chlorophenyl)-2-hydroxyethyl)-2-(6,6-dimethyl-2-(2-((1-methyl-1H-pyrazol-5-yl)amino)pyrimidin-4-yl)-4-oxo-4H-thieno[2,3-c]pyrrol-5(6H)-yl)acetamide